(2S,4R)-1-((S)-2-amino-3,3-dimethylbutyryl)-4-hydroxy-N-(2-hydroxy-4-(4-methylthiazol-5-yl)benzyl)pyrrolidine-2-carboxamide N[C@H](C(=O)N1[C@@H](C[C@H](C1)O)C(=O)NCC1=C(C=C(C=C1)C1=C(N=CS1)C)O)C(C)(C)C